O[C@@H]1[C@@H]([C@H]([C@@H](O[C@@H]1CO)C(=O)N(C1=CC=CC=C1)[C@@H]1[C@H](CCCC1)O)OC)N1N=NC(=C1)C1=CC(=C(C(=C1)F)F)F (2R,3R,4S,5R,6R)-5-Hydroxy-N-((1S,2S)-2-hydroxycyclohexyl)-6-(hydroxymethyl)-3-methoxy-N-phenyl-4-(4-(3,4,5-trifluorophenyl)-1H-1,2,3-triazol-1-yl)tetrahydro-2H-pyran-2-carboxamid